2-(9,9-dimethyl-7-(4,4,5,5-tetramethyl-1,3,2-dioxaborolan-2-yl)-9H-fluoren-2-yl)pyridine CC1(C2=CC(=CC=C2C=2C=CC(=CC12)C1=NC=CC=C1)B1OC(C(O1)(C)C)(C)C)C